diethylene glycol bis(chloroformate) ClC(=O)OCCOCCOC(=O)Cl